ClCC=1C=C(CO)C=CC1 3-(chloromethyl)benzyl alcohol